CC([C@@H](C(=O)N1[C@H](C[C@@H](C1)O)C(=O)NC)N1N=NC(=C1)CN1C(CS(CC1)(=O)=O)C)(C)C (2R,4S)-1-[(2S)-3,3-dimethyl-2-[4-[(3-methyl-1,1-dioxo-1,4-thiazinan-4-yl)methyl]triazol-1-yl]butanoyl]-4-hydroxy-N-methyl-pyrrolidine-2-carboxamide